NC(C(C(CC1CC1)NC(=O)[C@@H]1[C@H]2C([C@H]2CN1C([C@@H](NC(C(C)C)=O)C1CC1)=O)(C)C)=O)=O (1R,2S,5S)-N-(4-Amino-1-cyclopropyl-3,4-dioxobutan-2-yl)-3-((S)-2-cyclopropyl-2-isobutyramidoacetyl)-6,6-dimethyl-3-azabicyclo[3.1.0]hexane-2-carboxamide